FC=1C=C2C(NN=C(C2=CC1F)[C@@H](C)N(C(=O)C=1NC2=CC=CC=C2C1C)C)=O (R)-N-(1-(6,7-difluoro-4-oxo-3,4-dihydrophthalazin-1-yl)ethyl)-N,3-dimethyl-1H-indole-2-carboxamide